ethyl 4-(2-{4-[(5-chloro-3-fluoropyridin-2-yl) oxy] phenyl} pyrimidin-4-yl)-3-oxobutanoate ClC=1C=C(C(=NC1)OC1=CC=C(C=C1)C1=NC=CC(=N1)CC(CC(=O)OCC)=O)F